NCC(O)C=1C=NN(C1)C1=C(C=C(C#N)C=C1)CN1C(=NC(=C1)C1=CC=CC=C1)C 4-[4-(2-amino-1-hydroxyethyl)pyrazol-1-yl]-3-[(2-methyl-4-phenylimidazol-1-yl)methyl]benzonitrile